(Z)-3-(dimethylamino)-2-isocyano-prop-2-enoic acid ethyl ester C(C)OC(/C(=C/N(C)C)/[N+]#[C-])=O